COC1=CC=C(CN(C2=CC=C(C=C2)C(F)(F)F)CC2=CC=C(C=C2)OC)C=C1 bis(4-methoxybenzyl)-4-(trifluoromethyl)aniline